S1C(=NC=C1)C(CC)=O (1,3-thiazol-2-yl)propan-1-one